C(#N)C1(CC1)C(=O)N1CC2(CC2)C(C1CC=1C(=C(C=CC1)C1=CC(=CC(=C1)F)F)F)NS(=O)(=O)C(F)F N-(5-(1-cyanocyclopropane-1-carbonyl)-6-((2,3',5'-trifluoro-[1,1'-biphenyl]-3-yl)methyl)-5-azaspiro[2.4]heptan-7-yl)-1,1-difluoromethanesulfonamide